BrC=1N=C(C(=NC1)N)OCC 5-bromo-3-ethoxypyrazin-2-amine